Heptane Hydroxide [OH-].CCCCCCC